The molecule is a chloro-1,3,5-triazine that is 2-chloro-1,3,5-triazine substituted by an ethyl amino and a (2-cyanopropan-2-yl)amino group at positions 6 and 4 respectively. It has a role as a herbicide, an environmental contaminant and a xenobiotic. It is a 1,3,5-triazinylamino nitrile and a chloro-1,3,5-triazine. CCNC1=NC(=NC(=N1)Cl)NC(C)(C)C#N